methyl 3-((2-azidoethyl) (2,2-difluoro-2-(1,4,8-trioxaspiro[4.5]decan-7-yl)ethyl)amino)-5-(trifluoromethyl)benzofuran-2-carboxylate N(=[N+]=[N-])CCN(C1=C(OC2=C1C=C(C=C2)C(F)(F)F)C(=O)OC)CC(C2CC1(OCCO1)CCO2)(F)F